6-bromo-2-(2-chloro-5-fluorobenzyl)-3-methylaniline BrC1=CC=C(C(=C1N)CC1=C(C=CC(=C1)F)Cl)C